BrC1=CN(C2=NC=C3C(=C21)N(C(N3)=O)[C@H]3C[C@@H](CC3)NC(OC(C)(C)C)=O)S(=O)(=O)C3=CC=CC=C3 tert-butyl ((1R,3R)-3-(8-bromo-2-oxo-6-(phenylsulfonyl)-3,6-dihydroimidazo[4,5-d]pyrrolo[2,3-b]pyridin-1(2H)-yl)cyclopentyl)carbamate